(3-amino)-4-(2-methoxyphenyl)piperazine NC1CNCCN1C1=C(C=CC=C1)OC